4-((2-(4-(2-(2-aminopyridin-3-yl)-5-(4-fluorophenyl)-3H-imidazo[4,5-b]pyridin-3-yl)benzyl)-2-azaspiro[3.3]heptan-6-yl)amino)pyrimidine-2-carbonitrile NC1=NC=CC=C1C1=NC=2C(=NC(=CC2)C2=CC=C(C=C2)F)N1C1=CC=C(CN2CC3(C2)CC(C3)NC3=NC(=NC=C3)C#N)C=C1